C(C)(C)OC(CCCCC)=O Hexanoic acid isopropyl ester